(R)-(3-Aminopiperidin-1-yl)(2-(1-(pyridin-2-ylmethyl)-1H-indol-2-yl)-3,4-dihydro-5-oxa-1,2a-diazaacenaphthylen-7-yl)methanon N[C@H]1CN(CCC1)C(=O)C=1C=C2OCCN3C(=NC(C1)=C32)C=3N(C2=CC=CC=C2C3)CC3=NC=CC=C3